6-bromo-8-cyclopentyl-2-[5-(3,5-dimethyl-piperazine-1-carbonyl)-pyridin-2-ylamino]-5-methyl-8H-pyrido[2,3-d]Pyrimidin-7-one BrC1=C(C2=C(N=C(N=C2)NC2=NC=C(C=C2)C(=O)N2CC(NC(C2)C)C)N(C1=O)C1CCCC1)C